N(=O)C1=CC=C(C=C1)N=O para-dinitrosobenzol